CC1(C(N(OC1)CC1=CC=C(C=C1)C1=NOC(=N1)C(F)(F)F)=O)C 4,4-dimethyl-2-[[4-[5-(trifluoromethyl)-1,2,4-oxadiazol-3-yl]phenyl]-methyl]isoxazol-3-one